[K+].C(CC(=O)[O-])(=O)OC(C)(C)C mono-tert-butyl malonate monopotassium salt